C(C1=CC=CC=C1)C=1NC(=NN1)C(=O)NC1=NC=CC(=C1)C1=C(C=CC(=C1)OCCCOC)C 5-benzyl-N-(4-(5-(3-methoxypropoxy)-2-methylphenyl)pyridin-2-yl)-4H-1,2,4-triazole-3-carboxamide